1,2,2,6,6-pentamethyl-1,2,3,6-tetrahydropyridin-4-yl triflate O(S(=O)(=O)C(F)(F)F)C=1CC(N(C(C1)(C)C)C)(C)C